(E)-3-(4-hydroxystyryl)-2,5,6-trimethyl-1H,7H-pyrazolo[1,2-a]pyrazole-1,7-dione OC1=CC=C(/C=C/C2=C(C(N3N2C(=C(C3=O)C)C)=O)C)C=C1